C1N(CC12CCCC2)C=2OC1=C(N2)C=CC(=C1)C(=O)N1CCN(CC1)C=1OC=2C(=NC(=CC2)C)N1 (2-(2-azaspiro[3.4]octan-2-yl)benzo[d]oxazol-6-yl)(4-(5-methyloxazolo[4,5-b]pyridin-2-yl)piperazin-1-yl)methanone